2-[[2,4-difluoro-6-(2-methoxyethoxy)phenyl]methyl]-N,N-diethyl-cyclopentene-1-carboxamide FC1=C(C(=CC(=C1)F)OCCOC)CC1=C(CCC1)C(=O)N(CC)CC